C(C)(C)N1N=C(C2=CC=C(C=C12)COC1=CC(=C(C=C1)C(CC(=O)O)C)C)C1=CC=CC=C1 3-(4-((1-isopropyl-3-phenyl-1H-indazol-6-yl)methoxy)-2-methylphenyl)butanoic acid